4,4-dihydroxyphenylpropane CCCC1=CCC(C=C1)(O)O